hydroxyl-xylitol OC([C@H](O)[C@@H](O)[C@H](O)CO)O